The molecule is a hydroxy fatty acid ascaroside anion that is the conjugate base of oscr#29, obtained by deprotonation of the carboxy group; major species at pH 7.3. It is a conjugate base of an oscr#29. C[C@H]1[C@@H](C[C@H]([C@@H](O1)OCCCCCCCCCCCCCC/C=C/C(=O)[O-])O)O